3-chloro-2-(4,4,4-trifluorobutyl)phenol ClC=1C(=C(C=CC1)O)CCCC(F)(F)F